5-(3-(trifluoromethyl)phenyl)-N-(3-(3,3,3-trifluoro-2-hydroxy-2-methylpropyl)-1,2,4-thiadiazol-5-yl)thiophene-3-carboxamide FC(C=1C=C(C=CC1)C1=CC(=CS1)C(=O)NC1=NC(=NS1)CC(C(F)(F)F)(C)O)(F)F